C(#N)C1=C(C=CC(=C1)C(=O)C1=CNC2=C(C=CC=C12)C1=CC2=C(N(C=N2)C)C=C1C(F)(F)F)NC(\C=C\CNC1CCC(CC1)OC)=O (E)-N-(2-cyano-4-(7-(1-methyl-6-(trifluoromethyl)-1H-benzo[d]imidazol-5-yl)-1H-indole-3-carbonyl)phenyl)-4-(((1r,4r)-4-methoxycyclohexyl)amino)but-2-enamide